N-(6-(3-fluoro-4-(trifluoromethyl)phenyl)-1-phenyl-1H-pyrazolo[3,4-d]pyrimidin-4-yl)-5-nitrothiophene-2-carboxamide FC=1C=C(C=CC1C(F)(F)F)C1=NC(=C2C(=N1)N(N=C2)C2=CC=CC=C2)NC(=O)C=2SC(=CC2)[N+](=O)[O-]